C[C@@H]1NCCOC1 (3S)-3-methylmorpholine